NC1=NC=C(C=C1C=1C=C2CCNC(C2=CC1F)=O)C1=CC=C(C=C1)[C@@]12CN(C[C@H]2C1)CC(F)F 6-(2-amino-5-(4-((1R,5S)-3-(2,2-difluoroethyl)-3-azabicyclo[3.1.0]hexan-1-yl)phenyl)pyridin-3-yl)-7-fluoro-3,4-dihydroisoquinolin-1(2H)-one